tert-butyl 2-{4-[(2,6-dioxopiperidin-3-yl)carbamoyl]-2-methyl-1H-1,3-benzodiazol-1-yl}acetate O=C1NC(CCC1NC(=O)C1=CC=CC=2N(C(=NC21)C)CC(=O)OC(C)(C)C)=O